FC(C1=NC(=NO1)C1=CC=C(CNC2=CC(C2=O)=O)C=C1)(F)F 4-((4-(5-(trifluoromethyl)-1,2,4-oxadiazol-3-yl)benzyl)amino)cyclobut-3-ene-1,2-dione